3-(3-bromophenyl)-1-(2-(dimethylamino)ethyl)-1-(3-methoxybenzyl)urea BrC=1C=C(C=CC1)NC(N(CC1=CC(=CC=C1)OC)CCN(C)C)=O